(1,5,9-cyclododecatriene) nickel (0) [Ni].C1=CCCC=CCCC=CCC1